Carbmethoxyhydroxybenzaldehyde C(=O)(OC)C=1C(=C(C=O)C=CC1)O